NC1=NC=CC2=C1C(=NN2C(C)C)C2=CC(=C(C=C2)NS(=O)(=O)C(F)F)O[C@@H](C)C2=CC=C(C=C2)F N-{4-[4-amino-1-(propan-2-yl)-1H-pyrazolo[4,3-c]pyridin-3-yl]-2-[(1S)-1-(4-fluorophenyl)ethoxy]phenyl}-1,1-difluoromethanesulfonamide